OC1=CC=C2C=C(C=NC2=N1)N1C[C@@H](CC1)N(C(OC(C)(C)C)=O)C tert-butyl N-[(3R)-1-(7-hydroxy-1,8-naphthyridin-3-yl) pyrrolidin-3-yl]-N-methylcarbamate